4-(2-Chloroacetyl)-1-(4-((1-(2-chlorophenyl)-3-hydroxypropyl)amino)-6-(methylamino)-1,3,5-triazin-2-yl)-N-(tetrahydrofuran-3-yl)piperazine-2-carboxamide ClCC(=O)N1CC(N(CC1)C1=NC(=NC(=N1)NC(CCO)C1=C(C=CC=C1)Cl)NC)C(=O)NC1COCC1